BrC=1C=C(COC2=CC(=C(C=C2)CCl)F)C=CC1 4-((3-bromobenzyl)oxy)-1-(chloromethyl)-2-fluorobenzene